N-(1-(4-(2-(4-Aminoazepan-1-yl)ethyl)phenyl)-2-oxo-1,2-dihydropyrimidin-4-yl)-4-(1-aminocyclopropane-1-carbonyl)piperazine-1-carboxamide hydrochloride salt Cl.NC1CCN(CCC1)CCC1=CC=C(C=C1)N1C(N=C(C=C1)NC(=O)N1CCN(CC1)C(=O)C1(CC1)N)=O